1-(4-(7-(3-hydroxynaphthalen-1-yl)-2-((1-methyl-1H-imidazol-4-yl)methoxy)-5,6,7,8-tetrahydroquinazolin-4-yl)-3-methylpiperazin-1-yl)prop-2-en-1-one OC=1C=C(C2=CC=CC=C2C1)C1CCC=2C(=NC(=NC2C1)OCC=1N=CN(C1)C)N1C(CN(CC1)C(C=C)=O)C